6-chloro-3-(((S)-1-(2-((1R,5S,6R)-6-(hydroxymethyl)-3-azabicyclo[3.1.0]hexan-3-yl)-3,6-dimethyl-4-oxo-3,4-dihydroquinazolin-8-yl)ethyl)amino)picolinic acid ClC1=CC=C(C(=N1)C(=O)O)N[C@@H](C)C=1C=C(C=C2C(N(C(=NC12)N1C[C@H]2C([C@H]2C1)CO)C)=O)C